2-(4-hydroxy-1-((2-(5,6,7,8-tetrahydro-1,8-naphthyridin-2-yl)ethyl)carbamoyl)piperidin-4-yl)acetic acid OC1(CCN(CC1)C(NCCC1=NC=2NCCCC2C=C1)=O)CC(=O)O